[N+](=[N-])=CC(CC[C@H](NC([C@@H](NC(CCCNC(OCC1C2=CC=CC=C2C=2C=CC=CC12)=O)=O)CC1=CN(C2=CC=CC=C12)C)=O)C(=O)OC(C)(C)C)=O tert-Butyl (10S,13S)-13-(4-diazo-3-oxobutyl)-1-(9H-fluoren-9-yl)-10-((1-methyl-1H-indol-3-yl)methyl)-3,8,11-trioxo-2-oxa-4,9,12-triazatetradecan-14-oate